C1(C=CC(N1CCC(=O)NCCOCC(=O)O)=O)=O 2-(2-(3-maleimido-1-oxopropyl)aminoethoxy)acetic acid